tert-butyl N-tert-butoxycarbonyl-N-[3-ethyl-5-[[2-[(5S)-5-methyl-2-[2-(1-methylpyrrolidin-3-yl)-1,3-benzothiazol-5-yl]-1-piperidyl]-2-oxo-acetyl]amino]-2-pyridyl]carbamate C(C)(C)(C)OC(=O)N(C(OC(C)(C)C)=O)C1=NC=C(C=C1CC)NC(C(=O)N1C(CC[C@@H](C1)C)C=1C=CC2=C(N=C(S2)C2CN(CC2)C)C1)=O